O[C@@H](CC(=O)[O-])CCCCCCCCCCC (R)-β-hydroxytetradecanoate